CS(=O)(=O)C=1C=CC(=C(C1)O)NCC#CC=1N(C2=CC=CC(=C2C1)NC1CCC(CC1)N(C)C)CC(F)(F)F 5-methanesulfonyl-2-{[3-(4-{[(1R,4R)-4-(dimethylamino)cyclohexyl]amino}-1-(2,2,2-trifluoroethyl)-1H-indol-2-yl)prop-2-yn-1-yl]amino}phenol